NC=1C2=C(N=CN1)N1C(=C2C#CC=2C(=CC3=C(N=C(S3)C3CC3)C2F)F)C(N([C@@H](C1)C)C(C=C)=O)C ((8R)-4-amino-5-((2-cyclopropyl-4,6-difluorobenzo[d]thiazol-5-yl)ethynyl)-6,8-dimethyl-8,9-dihydropyrazino[1',2':1,5]pyrrolo[2,3-d]pyrimidin-7(6H)-yl)prop-2-en-1-one